C(CCCCCCCCCCC)[Se]C(CC(=O)C1C(C=CCC1(C)C)C)C 3-(dodecylselenyl)-1-(2,6,6-trimethyl-3-cyclohexen-1-yl)-1-butanone